(5aS,6R,11bR)-11-chloro-14-(cyclopropylmethyl)-5a-hydroxy-10-methoxy-3,4,5,5a,6,7-hexahydro-6,11b-(epiminoethano)naphtho[1,2-d]azepin-2(1H)-one ClC=1C(=CC=C2C[C@@H]3[C@]4([C@](CC(NCC4)=O)(C12)CCN3CC3CC3)O)OC